B([O-])([O-])[O-].[Ti+4].[Fe+2].[Li+] lithium iron titanium borate